ClC=1C2=C(N=CN1)N(C(=C2C2=NOC(=C2I)C2CC2)C)C(C)C 3-(4-chloro-7-isopropyl-6-methyl-7H-pyrrolo[2,3-d]pyrimidin-5-yl)-5-cyclopropyl-4-iodoisoxazole